NCCCO[Si](OC)(OC)CCCN (2-aminoethyl)-3-aminopropyl-trimethoxysilane